(S)-1-(1-((4-Chloro-2-methylpyridin-3-yl)oxy)-8-((1,1,1-trifluoropropan-2-yl)oxy)isoquinolin-6-yl)-4-ethyl-3-(hydroxymethyl)-1H-1,2,4-triazol-5(4H)-one ClC1=C(C(=NC=C1)C)OC1=NC=CC2=CC(=CC(=C12)O[C@H](C(F)(F)F)C)N1N=C(N(C1=O)CC)CO